CC(CCOCCC1=CC=CC=C1)C [2-(3-methylbutoxy)ethyl]-benzene